Methyl-7-Benzyl-4,7-Diazaspiro[2.5]octane-1-carboxylate COC(=O)C1CC12NCCN(C2)CC2=CC=CC=C2